F[C@H]1C[C@H]2CC(CN2C1)=C (2s,7ar)-2-fluoro-6-methylenetetra-hydro-1H-pyrrolizin